dimethylacetamide 3-Octadecyl-methacrylate C(CCCCCCCCCCCCCCCCC)C=C(C(=O)O)C.CC(=O)N(C)C